2-aminoethyl sulphide NCCSCCN